ClC1=NC(=CC(=C1)C1=C(C=C(C#N)C=C1)C1=NN=CN1C)C(F)(F)F 4-[2-chloro-6-(trifluoromethyl)pyridin-4-yl]-3-(4-methyl-1,2,4-triazol-3-yl)benzonitrile